CC1(C=NC=2C(=N1)N(C(N2)C)CC2=CC=C(C=C2)C(F)(F)F)C=2C=CNC2 6-Methyl-4-(2-methyl-1-(4-(trifluoromethyl)benzyl)-1H-imidazo[4,5-b]pyrazin-6-yl)-1H-pyrrole